BrC(CCCOC(CCCC)=O)C 4-bromopentylpentanoate